1-propyl-3-methylimidazole-bisTrifluoromethanesulfonimide salt [N-](S(=O)(=O)C(F)(F)F)S(=O)(=O)C(F)(F)F.C(CC)N1CN(C=C1)C